4-Mercapto-4-methyl-pentan-2-one SC(CC(C)=O)(C)C